FC(F)(F)[NH2+]CC trifluoromethyl-ethyl-ammonium